(4-fluoro-2-isopropylpyridin-3-yl)boric acid FC1=C(C(=NC=C1)C(C)C)OB(O)O